(E)-N'-[8-bromo-6-[6,7-difluoro-1-(oxan-2-yl)indazole-4-carbonyl]quinolin-5-yl]-N,N-dimethylmethanimidamide BrC=1C=C(C(=C2C=CC=NC12)/N=C/N(C)C)C(=O)C=1C=2C=NN(C2C(=C(C1)F)F)C1OCCCC1